ethyl 2-chloro-4-iodoimidazo[1,5-a]pyrimidine-8-carboxylate ClC1=NC=2N(C(=C1)I)C=NC2C(=O)OCC